aluminum dithenate C1(=CC=CS1)C(=O)[O-].C1(=CC=CS1)C(=O)[O-].[Al+2]